C1(=CC=CC=C1)NC(=O)NC=1C(=C(C=CC1C)S(=O)(=O)[O-])C1=CC=CC=C1 [(phenylcarbamoyl)amino]phenyl-4-methylbenzenesulfonate